NC1CCC(CC1)NC1=NC=CC(=N1)C1=C(OC2=C(C=C(C=C2)NS(=O)(=O)C2=C(C=CC=C2)Cl)F)C=CC(=C1)C(F)(F)F N-[4-[2-[2-[(1r,4r)-(4-Aminocyclohexyl)amino]pyrimidin-4-yl]-4-(trifluoromethyl)phenoxy]-3-fluorophenyl]2-chlorobenzenesulfonamide